1,1-Difluoropropane-2-ol FC(C(C)O)F